ethyl (R,E)-4-((1S,3S,4S)-2-((3-chlorophenyl)-L-leucyl)-5,5-difluoro-2-azabicyclo[2.2.2]octane-3-carboxamido)-2-fluoro-5-((R)-2-oxopyrrolidin-3-yl)pent-2-enoate ClC=1C=C(C=CC1)N[C@@H](CC(C)C)C(=O)N1[C@@H]2CC([C@H]([C@H]1C(=O)N[C@@H](/C=C(\C(=O)OCC)/F)C[C@@H]1C(NCC1)=O)CC2)(F)F